ethane-1-one O-(2-(3,5-dichlorophenyl)-1,1-difluoroallyl) oxime ClC=1C=C(C=C(C1)Cl)C(C(F)(F)ON=CC)=C